7-(4-(isopropylamino)-5-(5-(3-(4-methylpiperazine-1-carbonyl)-3,6-diazabicyclo[3.1.1]heptan-6-yl)-1,3,4-thiadiazol-2-yl)pyridin-2-yl)pyrrolo[1,2-b]pyridazine-3-carbonitrile C(C)(C)NC1=CC(=NC=C1C=1SC(=NN1)N1C2CN(CC1C2)C(=O)N2CCN(CC2)C)C2=CC=C1N2N=CC(=C1)C#N